6-bromo-3-(7-fluoro-6-methoxy-4-quinolyl)pyrazolo[1,5-a]Pyrimidin-2-amine BrC=1C=NC=2N(C1)N=C(C2C2=CC=NC1=CC(=C(C=C21)OC)F)N